2-phenyl-azepane C1(=CC=CC=C1)C1NCCCCC1